ClC1=C(C(=CC(=C1)C(F)(F)F)C#N)N(C(C)=O)C N-[2-chloro-6-cyano-4-(trifluoro-methyl)phenyl]-N-methyl-acetamide